NCCC(CCN)CCN 3-(aminoethyl)pentane-1,5-diamine